N-[2-[(2,3-dihydroxypropyl)(2-hydroxyethyl)amino]ethyl]palmitamide OC(CN(CCNC(CCCCCCCCCCCCCCC)=O)CCO)CO